1,3-diisobutylimidazole hydroxide [OH-].C(C(C)C)N1CN(C=C1)CC(C)C